4-((1S,2R,5S)-2-((5,7-dimethyl-1H-indol-4-yl)oxy)-5-methylcyclohexyl)benzoic acid CC=1C(=C2C=CNC2=C(C1)C)O[C@H]1[C@@H](C[C@H](CC1)C)C1=CC=C(C(=O)O)C=C1